C1(=CC=CC=C1)C1=NC(=NC(=C1)C1=CC=CC=C1)C=1C=C(C=C(C1)N1C2=CC=CC=C2C=2C=C(C=CC12)C1=CC=CC=2OC3=C(C21)C=CC=C3)N3C2=CC=CC=C2C=2C=C(C=CC32)C3=CC=CC=2OC1=C(C23)C=CC=C1 9,9'-(5-(4,6-diphenylpyrimidin-2-yl)-1,3-phenylene)bis(3-(dibenzo[b,d]furan-1-yl)-9H-carbazole)